(n-Propylcyclopentadienyl)hafnium trichloride [Cl-].[Cl-].[Cl-].C(CC)C1(C=CC=C1)[Hf+3]